(5Z)-5-(1H-Indazol-5-ylmethylene)-2-[(3-methoxy-1-adamantyl)amino]-3-methyl-imidazol-4-one N1N=CC2=CC(=CC=C12)\C=C/1\C(N(C(=N1)NC12CC3(CC(CC(C1)C3)C2)OC)C)=O